tetra-tert-butyl-p-hydroxyphenyl acrylate C(C=C)(=O)OC1=C(C(=C(C(=C1C(C)(C)C)C(C)(C)C)O)C(C)(C)C)C(C)(C)C